N-(3-chloropropyl)phthalimide ClCCCN1C(C=2C(C1=O)=CC=CC2)=O